1,1-dimethylethyl N-[(3S)-3-[[[5-chloro-6-oxo-1-[1-(phenylsulfamoyl)-4-piperidyl]pyridazin-4-yl]amino]methyl]tetrahydropyran-4-yl]carbamate ClC1=C(C=NN(C1=O)C1CCN(CC1)S(NC1=CC=CC=C1)(=O)=O)NC[C@@H]1COCCC1NC(OC(C)(C)C)=O